ClC=1C=C(C=CC1)N1C(\C(\CC1=O)=C/C1=C(OC2=CC=C(C(=O)NC)C=C2)C=CC=C1)=O (Z)-4-(2-((1-(3-chlorophenyl)-2,5-dioxopyrrolidin-3-ylidene)methyl)phenoxy)-N-methylbenzamide